1-(7H-pyrrolo[2,3-d]pyrimidin-4-yl)piperidin-4-carboxamid N1=CN=C(C2=C1NC=C2)N2CCC(CC2)C(=O)N